FC1(N(CCN(C1)C)C(=O)OC(CC1=C(C=CC(=C1)Cl)Br)C)C1=CC=C(C=C1C=O)C1=NC(=NS1)C1=CC=C(C=C1)N1CCCC1 1-(2-bromo-5-chlorophenyl)propan-2-ol 2-fluoro-6-formyl-4-(3-(4-(pyrrolidin-1-yl)phenyl)-1,2,4-thiadiazol-5-yl)phenyl-4-methylpiperazine-1-carboxylate